1'-(4-(4-(aminomethyl)-1-oxo-1,2-dihydro-phthalazin-6-yl)-1-methyl-1H-pyrazol-5-yl)-6'-fluoro-spiro[cyclopropan-1,3'-indolin]-2'-one hydrochloride Cl.NCC1=NNC(C2=CC=C(C=C12)C=1C=NN(C1N1C(C2(C3=CC=C(C=C13)F)CC2)=O)C)=O